N(C1=CC=C(C=C1)C)C=1C=C2C=CC(=CC2=CC1)S(=O)(=O)O 6-(p-toluidinyl)naphthalene-2-sulphonic acid